ClC=1C=C(C(=NC1)OC)S(=O)(=O)NC1=C(C(=C(C=C1)Cl)I)Cl 5-chloro-N-(2,4-dichloro-3-iodophenyl)-2-methoxypyridine-3-sulfonamide